4-(4-(4-(6-(2-((3R,5R,7R)-adamantan-1-yl) acetamido) hexyl) piperazine-1-carbonyl) phenyl)-2-propynyl-2,3,4,9-tetrahydro-1H-pyrido[3,4-b]indole-3-carboxylate C12(CC3CC(CC(C1)C3)C2)CC(=O)NCCCCCCN2CCN(CC2)C(=O)C2=CC=C(C=C2)C2C(N(CC=3NC1=CC=CC=C1C32)C#CC)C(=O)[O-]